(2SR,4aSR,8aRS)-5,5,8a-trimethyldecahydronaphthalen-2-ol CC1([C@@H]2CC[C@@H](C[C@]2(CCC1)C)O)C |r|